ClC1=C(C=CC(=C1)Cl)C1=C(C2=C(CCC1)C=C(C=C2)C(=O)O)C2=CC=C(C=C2)N2CCC(CC2)C=O 6-(2,4-dichlorophenyl)-5-[4-(4-formyl-1-piperidyl)phenyl]-8,9-dihydro-7H-benzo[7]annulene-2-carboxylic acid